CN(C(C(O)C1=CC=C(C=C1)NC([C@H](CCCNC(=O)N)NC(OCC1C2=CC=CC=C2C=2C=CC=CC12)=O)=O)=O)C (9H-fluoren-9-yl)methyl ((2S)-1-((4-(2-(dimethylamino)-1-hydroxy-2-oxoethyl)phenyl)amino)-1-oxo-5-ureidopentan-2-yl)carbamate